5-(2,3-dichloro-6-(methoxymethoxy)phenyl)pyrrolidine-1,3-dicarboxylic acid ClC1=C(C(=CC=C1Cl)OCOC)C1CC(CN1C(=O)O)C(=O)O